5-(methylthio)-4-nitro-1H-indol-3-ylpropanoic acid CSC=1C(=C2C(=CNC2=CC1)C(C(=O)O)C)[N+](=O)[O-]